C1=C(C=CC2=CC=CC=C12)C[C@@H](N)C(=O)OC methyl 3-(naphthalen-2-yl)-D-alaninate